6-(4-(2-fluoro-6-methoxyphenyl)-1-oxo-1,3-dihydro-2H-pyrrolo[3,4-c]pyridin-2-yl)-3,8-diazabicyclo[3.2.1]octane-8-carboxylic acid tert-butyl ester C(C)(C)(C)OC(=O)N1C2CNCC1C(C2)N2CC=1C(=NC=CC1C2=O)C2=C(C=CC=C2OC)F